3-(2-ethoxyethoxy)propionic acid C(C)OCCOCCC(=O)O